N1=CC=C(C=C1)C(C)N1N=C(C=C1)CC#N 2-(1-(1-(Pyridin-4-yl)ethyl)-1H-pyrazol-3-yl)acetonitrile